NC=1C=2N(C(=C(N1)C1=CC=C(C(=O)N(C)C)C=C1)C=1C=C3C(=CC=NC3=CC1)C)N=NN2 4-(8-amino-5-(4-methylquinolin-6-yl)tetrazolo[1,5-a]pyrazin-6-yl)-N,N-dimethylbenzamide